7-(4,4-difluoropiperidin-1-yl)-N-(4-(2,4-dioxotetrahydropyrimidin-1(2H)-yl)phenyl)-7-oxoheptylamide FC1(CCN(CC1)C(CCCCCC[N-]C1=CC=C(C=C1)N1C(NC(CC1)=O)=O)=O)F